C(C1=CC=CC=C1)N1CC=2N(CC1)N=C(C2C2=CC(=NC=C2)C)C2=CC=C(C=C2)F 5-benzyl-2-(4-fluorophenyl)-3-(2-methylpyridin-4-yl)-4,5,6,7-tetrahydropyrazolo[1,5-a]pyrazine